(S)-2,2-dimethyl-4-((tosyloxy)methyl)oxazolidine-3-carboxylic acid tert-butyl ester C(C)(C)(C)OC(=O)N1C(OC[C@H]1COS(=O)(=O)C1=CC=C(C)C=C1)(C)C